N-(5-Hydroxy-2,4-di-tert.-butylphenyl)-4-oxo-1H-chinolin OC=1C(=CC(=C(C1)N1C=CC(C2=CC=CC=C12)=O)C(C)(C)C)C(C)(C)C